CC1(OC[C@H](O1)CCN)C 2-[(4R)-2,2-dimethyl-1,3-dioxolan-4-yl]ethanamine